1-tert-butyl 3-ethyl 2-methylpiperidine-1,3-dicarboxylate CC1N(CCCC1C(=O)OCC)C(=O)OC(C)(C)C